BrC=1C=C(C=CC1C#CC1=CC=CC=C1)C1=CC=CC=C1 3-bromo-4-(phenylethynyl)-1,1'-biphenyl